N[C@H](C(=O)NCC1=CC=C(C=C1)C1=CC=C(C=C1)OC(F)(F)F)CCCC (S)-2-amino-N-((4'-(trifluoromethoxy)-[1,1'-biphenyl]-4-yl)methyl)hexanamide